(4-methylphenyl)(2,4,6-trimethylphenyl)iodonium CC1=CC=C(C=C1)[I+]C1=C(C=C(C=C1C)C)C